NC1=C2N=C(N(C2=NC=N1)CCCNC(C(C)C)=O)SC1=CC2=C(OCO2)C=C1C=1SC=CN1 N-{3-[6-Amino-8-(6-thiazol-2-yl-benzo[1,3]dioxol-5-ylsulfanyl)-purin-9-yl]-propyl}-isobutyramide